1-[4-({4-[(3S,4S)-3,4-difluoropyrrolidin-1-yl]-5-(trifluoromethyl)pyrimidin-2-yl}amino)-3-(trifluoromethyl)phenyl]piperidin-3-ol F[C@H]1CN(C[C@@H]1F)C1=NC(=NC=C1C(F)(F)F)NC1=C(C=C(C=C1)N1CC(CCC1)O)C(F)(F)F